3,3,3-trifluoro-N-(3-fluoro-5-(2-((1-methyl-1H-pyrazol-4-yl)amino)pyrimidin-4-yl)pyridin-2-yl)propanamide FC(CC(=O)NC1=NC=C(C=C1F)C1=NC(=NC=C1)NC=1C=NN(C1)C)(F)F